CN1[C@H](CCCC1)C(=O)O N-methyl-D-pipecolinic acid